ClC1=C(CC2COC3(N(C2=O)C2=CC=CC=C2)C=CC(C=C3)=O)C=C(C=C1)C(F)(F)F 3-(2-chloro-5-trifluoromethyl-benzyl)-5-phenyl-1-oxa-5-azaspiro[5.5]undec-7,10-diene-4,9-dione